cis-1-((1H-pyrazol-1-yl)methyl)-3-methyl-6-azabicyclo[3.1.1]heptane trifluoroacetate FC(C(=O)O)(F)F.N1(N=CC=C1)CC12CC(CC(N1)C2)C